Br[Zn]Br dibromo-zinc